3-(2,5-difluorobenzoyl)-1-(pyrazolo[1,5-a]pyrimidin-5-yl)pyrrolidin-2-one FC1=C(C(=O)C2C(N(CC2)C2=NC=3N(C=C2)N=CC3)=O)C=C(C=C1)F